4,7-difluoro-5-[2-(methylamino)-2-oxoethoxy]-2,3-dihydro-1H-indene-2-carboxylic acid ethyl ester C(C)OC(=O)C1CC2=C(C=C(C(=C2C1)F)OCC(=O)NC)F